(R)-1-(2-chloropyridin-3-yl)ethyl (4-(5-((N-cyclopropylsulfamoyl)amino)pyridin-2-yl)-1-methyl-1H-1,2,3-triazol-5-yl)carbamate C1(CC1)NS(=O)(=O)NC=1C=CC(=NC1)C=1N=NN(C1NC(O[C@H](C)C=1C(=NC=CC1)Cl)=O)C